CC1OC2=C(C1)C=C(C=C2)C2CCN(CC2)C(=O)OC(C)(C)C tert-butyl 4-[2-methyl-2,3-dihydro-1-benzofuran-5-yl]piperidine-1-carboxylate